1-(2-Hydroxy-phenyl)-piperidin OC1=C(C=CC=C1)N1CCCCC1